ClC=1C=CC(=C(C1)C1=C(C=NC(=C1)C)C(=O)NC=1SC=2C(=NC=C(N2)N2CCN(CC2)CC(F)(F)F)N1)OC 4-(5-chloro-2-methoxy-phenyl)-6-methyl-N-[6-[4-(2,2,2-trifluoroethyl)piperazine-1-yl]thiazolo[4,5-b]pyrazine-2-yl]pyridine-3-carboxamide